benzyl ((2R,3R,4R)-1-acetyl-2-cyclopropyl-6-(1-(2-methoxyethyl)-1H-pyrazol-4-yl)-3-methyl-1,2,3,4-tetrahydroquinolin-4-yl)carbamate C(C)(=O)N1[C@@H]([C@@H]([C@H](C2=CC(=CC=C12)C=1C=NN(C1)CCOC)NC(OCC1=CC=CC=C1)=O)C)C1CC1